C(C)(=O)O[C@H]1[C@H](OC([C@@H]([C@H]1OC(C)=O)NC(C)=O)Cl)COC(C)=O (2R,3R,4R,5R)-5-acetylamino-2-(acetoxymethyl)-6-chlorotetrahydro-2H-pyran-3,4-diyl diacetate